R-propenyl-alanine C(=CC)N[C@H](C)C(=O)O